FC1=C(C=C2N=C(C=NC2=C1)C)COC1=CC=CC(=N1)C1CCN(CC1)CC1=NC2=C(N1C[C@H]1OCC1)C=C(C=C2)C(=O)O (S)-2-((4-(6-((7-Fluoro-3-methylquinoxalin-6-yl)methoxy)pyridin-2-yl)piperidine-1-yl)methyl)-1-(oxetan-2-ylmethyl)-1H-benzo[d]imidazole-6-carboxylic acid